5-(5-(difluoromethoxy)pyridin-2-yl)-N-(3-(1,1-difluoropropyl)phenyl)-2-methyl-1H-pyrrole-3-carboxamide FC(OC=1C=CC(=NC1)C1=CC(=C(N1)C)C(=O)NC1=CC(=CC=C1)C(CC)(F)F)F